C(C)S(=O)(=O)C1=CC=C(C=C1)[C@H](CO)NC(C1=CC=C(C=C1)N1CC(OCCC1=O)C1=CC=C(C=C1)C(F)(F)F)=O N-((R)-1-(4-(ethylsulfonyl)phenyl)-2-hydroxyethyl)-4-(5-oxo-2-(4-(trifluoromethyl)phenyl)-1,4-oxazepan-4-yl)benzamide